BrC1=C(C=C(C[C@@H]2N=C([C@H](N=C2OC)C(C)C)OC)C=C1)F (2S,5R)-2-(4-bromo-3-fluorobenzyl)-5-isopropyl-3,6-dimethoxy-2,5-dihydropyrazine